5-(8-benzylimidazo[1,2-b]pyridazin-6-yl)-1H-pyrimidine-2,4-dione C(C1=CC=CC=C1)C=1C=2N(N=C(C1)C=1C(NC(NC1)=O)=O)C=CN2